(5-Fluoro-1H-indol-3-yl)-[4-(4-hydroxyphenyl)-piperazin-1-yl]-methanone FC=1C=C2C(=CNC2=CC1)C(=O)N1CCN(CC1)C1=CC=C(C=C1)O